CC(C(C(=O)O)NC(C(F)(F)F)C)(C)C 3,3-dimethyl-2-[(2,2,2-trifluoro-1-methyl-ethyl)amino]butanoic acid